2,8-Bis(hydroxymethyl)-5-(piperazin-1-yl)-2,3-dihydro-1,4-benzodioxine OCC1COC2=C(O1)C(=CC=C2N2CCNCC2)CO